COC(C(O)C1=CC=C(C=C1)C1=CC=CC=C1)=O 2-([1,1'-Biphenyl]-4-yl)-2-hydroxyacetic acid methyl ester